2-(5-(((1S,3'R,4'S,5'S,6'R)-5-Chloro-3',4',5'-trihydroxy-6'-methyl-3',4',5',6'-tetrahydro-3H-spiro[isobenzofuran-1,2'-pyran]-6-yl)methyl)-thiophen-2-yl)-N,N-dimethylacetamid ClC=1C=C2CO[C@]3(O[C@@H]([C@H]([C@@H]([C@H]3O)O)O)C)C2=CC1CC1=CC=C(S1)CC(=O)N(C)C